CC(C)N(C(=O)N[C@@H](C(=O)O)CCN(CCOCC(F)(F)F)CCCCC1=NC=2NCCCC2C=C1)C(C)C (2R)-2-[bis(1-methylethyl)carbamoylamino]-4-[4-(5,6,7,8-tetrahydro-1,8-naphthyridin-2-yl)butyl-[2-(2,2,2-trifluoroethoxy)ethyl]amino]butanoic acid